(R)-Methyl 6-(1,4-dimethyl-1H-1,2,3-triazol-5-yl)-4-((3-fluoropyridin-2-yl)(tetrahydro-2H-pyran-4-yl)methyl)-1-methyl-1,4-dihydropyrazolo[3',4':4,5]pyrrolo[3,2-b]pyridine-3-carboxylate CN1N=NC(=C1C=1C=C2C(=NC1)C1=C(N2[C@H](C2CCOCC2)C2=NC=CC=C2F)C(=NN1C)C(=O)OC)C